C[C@@]1([C@@H](N2C(C[C@H]2S1(=O)=O)=O)C(=O)O)/C=N/NC(C1=CC=C(C=C1)C)=O (2s,3R,5R)-3-methyl-3-((e)-(2-(4-methylbenzoyl)hydrazono)methyl)-7-oxo-4-thia-1-azabicyclo[3.2.0]heptane-2-carboxylic acid 4,4-dioxide